1-Bromo-4-(chloromethyl)-2-(methoxymethoxy)benzene BrC1=C(C=C(C=C1)CCl)OCOC